4-tert-butyl-1-(3-sulfopropyl)pyridinium C(C)(C)(C)C1=CC=[N+](C=C1)CCCS(=O)(=O)O